2-((R)-2-(4-(5-(Trifluoromethyl)-1,2,4-oxadiazol-3-yl)benzamido)propyl)octahydrocyclopenta[c]pyrrol-2-ium formate C(=O)[O-].FC(C1=NC(=NO1)C1=CC=C(C(=O)N[C@@H](C[NH+]2CC3C(C2)CCC3)C)C=C1)(F)F